BrC=1C(=C(C=CC1)N1C(C(C2=CC=C(C=C12)N1CCN(CC1)C(=O)OC(C)(C)C)(C)C)=O)C(N)=O tert-butyl 4-(1-(3-bromo-2-carbamoylphenyl)-3,3-dimethyl-2-oxoindolin-6-yl)piperazine-1-carboxylate